(S)-1-(5-((2-amino-3-chloropyridin-4-yl)thio)pyrazin-2-yl)-4'H,6'H-spiro[piperidine-4,5'-pyrrolo[1,2-c][1,2,3]triazol]-4'-amine (trifluoroacetate) FC(C(=O)O)(F)F.NC1=NC=CC(=C1Cl)SC=1N=CC(=NC1)N1CCC2([C@@H](C=3N(N=NC3)C2)N)CC1